7-Deaza-2-aminopurin NC1=NC=C2CC=NC2=N1